rac-5-[4-amino-2-(N-(2-amino-1-methyl-2-oxoethyl)-4-fluoro-anilino)thiazole-5-carbonyl]-N-(3-pyridyl)isoxazole-3-carboxamide NC=1N=C(SC1C(=O)C1=CC(=NO1)C(=O)NC=1C=NC=CC1)N(C1=CC=C(C=C1)F)[C@@H](C(=O)N)C |r|